C(C)NC(=O)C1=CC(=C(N1)C(=O)NC)OC(C)C1=CC=C(C=C1)C(F)(F)F N5-ethyl-N2-methyl-3-(1-(4-(trifluoromethyl)phenyl)ethoxy)-1H-pyrrole-2,5-dicarboxamide